ketoamine O=N